C(#N)C=1C=CC=2N(C(N=C(C2N1)N1C[C@H](N(C[C@@H]1CC)C(C(=O)NCCC#N)C1=CC=C(C=C1)C(F)(F)F)CC)=O)C 2-((2r,5s)-4-(6-cyano-1-methyl-2-oxo-1,2-dihydropyrido[3,2-d]pyrimidin-4-yl)-2,5-diethylpiperazin-1-yl)-N-(2-cyanoethyl)-2-(4-(trifluoromethyl)phenyl)acetamide